1-{3,6-dichloropyrido[3,4-c]pyridazin-8-yl}-4,4-difluoropiperidine ClC1=CC2=C(N=N1)C(=NC(=C2)Cl)N2CCC(CC2)(F)F